C1(CCC1)OC1=C(N=CC=2N1N=C(N2)N[C@@H]2[C@@H](CN(CC2)S(=O)(=O)C=2N=CN(C2)C)C)C=2C=NNC2 5-cyclobutoxy-N-((3r,4s)-3-methyl-1-((1-methyl-1H-imidazol-4-yl)sulfonyl)piperidin-4-yl)-6-(1H-pyrazol-4-yl)-[1,2,4]triazolo[1,5-a]pyrazin-2-amine